2-(tert-butyl)-N-(2'-(4,4-difluorocyclohexyl)-3-fluoro-[2,4'-bipyridyl]-3'-yl)pyrimidine-5-carboxamide C(C)(C)(C)C1=NC=C(C=N1)C(=O)NC=1C(=NC=CC1C1=NC=CC=C1F)C1CCC(CC1)(F)F